C(C=C)(=O)OC1=CC=CC2=CC=CC(=C12)OC(C=C)=O 1,8-naphthalenediyl diacrylate